C(C)(C)(C)OC(=O)N1CC2(C1)CN(C2)C2=CC=C(C=N2)B(O)O [6-(2-tert-Butoxycarbonyl-2,6-diazaspiro[3.3]heptane-6-yl)-3-pyridinyl]boronic acid